3-oxo-6-[4-(trifluoromethyl)phenyl]-2,3-dihydropyridazine-4-carboxylic acid ethyl ester C(C)OC(=O)C=1C(NN=C(C1)C1=CC=C(C=C1)C(F)(F)F)=O